((1r,4r)-4-(4-bromo-3-methylphenoxy)cyclohexyl)methanol BrC1=C(C=C(OC2CCC(CC2)CO)C=C1)C